2-(1-(2-(1,3,4-oxadiazol-2-yl)-5-oxa-2-azaspiro[3.4]oct-7-yl)piperidin-4-yl)-4-fluorophenol O1C(=NN=C1)N1CC2(C1)OCC(C2)N2CCC(CC2)C2=C(C=CC(=C2)F)O